CC1(CCC(CC1)NC(=O)OC(C)(C)C)O tert-Butyl (1r,4r)-4-hydroxy-4-methylcyclohexylcarbamate